1,3,5-triazapenta-1,4-diene N=CNC=N